NC(C(C(CC1=CC=CC=C1)NC(=O)C=1C(=NN(C1)C)C1=CC2=C(OC(O2)(F)F)C=C1)=O)=O N-(4-AMINO-3,4-DIOXO-1-PHENYLBUTAN-2-YL)-3-(2,2-DIFLUOROBENZO[D][1,3]DIOXOL-5-YL)-1-METHYL-1H-PYRAZOLE-4-CARBOXAMIDE